2-(5-(2-Cyanopyridin-4-yl)-2,3-dihydro-1H-inden-4-yl)acetic acid TFA Salt OC(=O)C(F)(F)F.C(#N)C1=NC=CC(=C1)C=1C(=C2CCCC2=CC1)CC(=O)O